CC12CCC3CC2C(C=C(O1)C)CC3C 4,6,11-trimethyl-5-oxatricyclo(6.2.2.0*4,9*)dodec-6-ene